COC(=O)C1=CC(=CC2=CN(N=C12)C)Br 5-bromo-2-methyl-2H-indazole-7-carboxylic acid methyl ester